N-[(6-Amino-2-pyridyl)sulfonyl]-6-isopropyl-2-(2,4,6-trimethylphenoxy)pyridin-3-carboxamid NC1=CC=CC(=N1)S(=O)(=O)NC(=O)C=1C(=NC(=CC1)C(C)C)OC1=C(C=C(C=C1C)C)C